NC1=NC(=C(C=2N1C(N(N2)CC2CCN(CC2)C)=O)C2=CC(=NC(=C2)C)C)C2=CC=CC=C2 5-amino-8-(2,6-dimethyl-4-pyridinyl)-2-[(1-methyl-4-piperidinyl)methyl]-7-phenyl-[1,2,4]triazolo[4,3-c]pyrimidin-3-one